C(#N)C=1NC2=C(C=C(C=C2C1)C)S(=O)(=O)N(C)CC(=O)NC1=CC(N(C=C1)C)=O 2-(2-cyano-N,5-dimethyl-1H-indole-7-sulfonamido)-N-(1-methyl-2-oxo-1,2-dihydropyridin-4-yl)acetamide